C(N)(O)=O.C(C1CCC(CC1)N)C1CCC(CC1)N 4,4'-methylene-bis-(cyclohexylamine) carbamate